C(C)C1CN(C=2C(NC(=NC2N1CC=1SC=CC1C)N)=O)C 7-ethyl-5-methyl-8-(3-methylthiophene-2-yl)methyl-7,8-dihydropterin